O=C1NC(CCC1C=1C=CC(=NC1)N1CC2(C1)CCC(CC2)C=O)=O 2-(5-(2,6-dioxopiperidin-3-yl)pyridin-2-yl)-2-azaspiro[3.5]nonane-7-carbaldehyde